3-[2-(2-chloro-4-methoxybenzoyl)-1,2,3,4-tetrahydroisoquinolin-5-yl]-3-(7-methoxy-1-methyl-1H-benzo[d][1,2,3]triazol-5-yl)propionic acid ethyl ester C(C)OC(CC(C1=CC2=C(N(N=N2)C)C(=C1)OC)C1=C2CCN(CC2=CC=C1)C(C1=C(C=C(C=C1)OC)Cl)=O)=O